1-{4-[6-bromo-1-(5-cyclopropyl-1,3,4-thiadiazol-2-yl)indazol-4-yl]piperazin-1-yl}-2-methylpropan-1-one BrC1=CC(=C2C=NN(C2=C1)C=1SC(=NN1)C1CC1)N1CCN(CC1)C(C(C)C)=O